ClC1=CC=2NC(=CC2S1)C(=O)O 2-chloro-4H-thieno[3,2-b]pyrrole-5-carboxylic acid